4-(6-aminopyridazin-3-ylmercapto)n-butyronitrile NC1=CC=C(N=N1)SCCCC#N